5,5'-methylenebis(anthranilic acid) C(C1=CC=C(C(C(=O)O)=C1)N)C1=CC=C(C(C(=O)O)=C1)N